3-isopropyl-dimethylbenzylisoCyanate C(C)(C)C=1C=C(C(C)(C)N=C=O)C=CC1